1-(2,4-bis(benzyloxy)-6-hydroxyphenyl)prop-2-en-1-one tert-butyl-(S)-3-amino-4,4-difluoropiperidine-1-carboxylate C(C)(C)(C)OC(=O)N1C[C@@H](C(CC1)(F)F)N.C(C1=CC=CC=C1)OC1=C(C(=CC(=C1)OCC1=CC=CC=C1)O)C(C=C)=O